N-(1-(2-bromo-5-fluorophenyl)ethyl)-5-chloro-2-methoxy-N-methylnicotinamide BrC1=C(C=C(C=C1)F)C(C)N(C(C1=C(N=CC(=C1)Cl)OC)=O)C